[NH+]=1NN=NC1.CC=1SC=CN1 methyl-thiazole tetrazolium salt